FC=1C=C(C=CC1)[C@H](C)N1N=C(C=C1C(=O)N[C@@H]1C[C@H]([C@@H](CC1)O)C)C(=O)NC 1-((S)-1-(3-Fluorophenyl)ethyl)-N5-((1S,3R,4R)-4-hydroxy-3-methylcyclohexyl)-N3-methyl-1H-pyrazole-3,5-dicarboxamide